2-chloro-4,6-difluoro-aniline ClC1=C(N)C(=CC(=C1)F)F